BrC1=CC=C(C=C1)C=1C(=NN(C1)C1=CC=CC=C1)C1=CC=CC=C1 (4-bromophenyl)-1,3-diphenyl-1H-pyrazole